C(#N)C1=C(C=C(C2=C1CCO2)C2=C(C=C(C=C2F)C(C)C)F)NCC(C(=O)O)=C 2-[[[4-cyano-7-(2,6-difluoro-4-isopropyl-phenyl)-2,3-dihydrobenzofuran-5-yl]amino]methyl]prop-2-enoic acid